C(C1=CC=CC=C1)SC[C@@H](C=C)C (R)-BENZYL(2-METHYLBUT-3-EN-1-YL)SULFANE